1-((2,3-dihydrobenzo[b][1,4]oxathiin-2-yl)methyl)-4-(2-(methoxymethyl)phenyl)piperazine O1C2=C(SCC1CN1CCN(CC1)C1=C(C=CC=C1)COC)C=CC=C2